ClC1=NC=CC(=N1)C1=CC2=C(N(C=N2)C(=O)OC(C)(C)C)C=C1 tert-butyl 5-(2-chloropyrimidin-4-yl)-1H-benzo[d]imidazole-1-carboxylate